ClC1=C(C=2C(=NC=CC2)N1C)C=O 2-CHLORO-1-METHYL-1H-PYRROLO[2,3-B]PYRIDINE-3-CARBALDEHYDE